(4,4-dimethyl-6-oxotetrahydro-2H-pyran-2-yl)methyl acetate C(C)(=O)OCC1OC(CC(C1)(C)C)=O